4-(pyridin-2-yl)-3-morpholinone N1=C(C=CC=C1)N1C(COCC1)=O